Cl.C1(CC1)CN1CCC(CC1)(C(=O)N[C@@H](C)C1=CC=C(C(=O)O)C=C1)NCCOC1=CC=CC=C1 4-[(1S)-1-[[1-(Cyclopropylmethyl)-4-(2-phenoxyethylamino)piperidine-4-carbonyl]amino]ethyl]benzoic acid, hydrochloride